cyclopentadienyl(cycloheptatrienyl)titanium(ii) C1(C=CC=C1)[Ti]C1=CC=CC=CC1